5-Benzyl-2-amino-1,3-thiazole C(C1=CC=CC=C1)C1=CN=C(S1)N